C(C1=CC=CC=C1)C1NCC12COCC2 Benzyl-6-oxa-2-azaspiro[3.4]octane